4-((3-fluorophenyl)sulfonyl)-3,4-dihydro-2H-pyridine FC=1C=C(C=CC1)S(=O)(=O)C1CCNC=C1